tert-Butyl methyl{[1-(2-oxabicyclo[2.2.2]oct-3-ylmethyl)-5-oxo-4,5-dihydro-1H-pyrazol-3-yl]methyl}carbamate CN(C(OC(C)(C)C)=O)CC1=NN(C(C1)=O)CC1OC2CCC1CC2